3-((2,6-dichloro-7-fluoro-1-(pyridin-3-yl)-1H-indol-3-yl)thio)-2-fluorobenzoic acid ClC=1N(C2=C(C(=CC=C2C1SC=1C(=C(C(=O)O)C=CC1)F)Cl)F)C=1C=NC=CC1